Diethyl (4-(Benzyloxy)benzyl)phosphonate C(C1=CC=CC=C1)OC1=CC=C(CP(OCC)(OCC)=O)C=C1